N-cyclopropanoyl-D-neuraminic acid C1(CC1)C(=O)N[C@@H]1[C@H](CC(C(O)=O)(O)O[C@H]1[C@H](O)[C@H](O)CO)O